ClC=1C(=NSC1C1=CC2=C(N=C(S2)NC(=O)[C@H]2[C@H](C2)F)C=C1)C (1s,2s)-N-(6-(4-chloro-3-methylisothiazol-5-yl)benzo[d]thiazol-2-yl)-2-fluorocyclopropane-1-carboxamide